FC1=CC=C(C=C1)N1C(C(=C(C(=C1C)C=C)C)C(=O)O)=O 1-(4-Fluorophenyl)-4,6-dimethyl-2-oxo-5-vinyl-1,2-dihydropyridine-3-carboxylic acid